3-(difluoromethyl)-N,1-dimethyl-1H-indazole-5-carboxamide FC(C1=NN(C2=CC=C(C=C12)C(=O)NC)C)F